N1C=NC(=C1)/C=C/C(=O)NC1CCC(CC1)NC1=CC(=NC2=CC=C(C=C12)Cl)C(F)(F)F (2E)-3-(1H-imidazol-4-yl)-N-[(1s,4s)-4-{[6-chloro-2-(trifluoromethyl)quinolin-4-yl]amino}cyclohexyl]prop-2-enamide